NC1=C(N=C(S1)C1=C(C(=CC=C1F)OC)F)C(=O)NC=1C(=C2C(=NC1)[C@@H](CC2)O)N2C[C@H](C[C@H](C2)C)N 5-amino-N-{4-[(3S,5R)-3-amino-5-methylpiperidin-1-yl]-(7R)-7-hydroxy-6,7-dihydro-5H-cyclopenta[b]pyridin-3-yl}-2-(2,6-difluoro-3-methoxyphenyl)-1,3-thiazole-4-carboxamide